(2R,3S,4R,5R)-2-((R)-(4-chloro-3-fluorophenyl)(hydroxy)methyl)-3-methyl-5-(4-(2-methylhydrazineylidene)-1,4-dihydro-7H-pyrrolo[2,3-d]pyrimidin-7-yl)tetrahydrofuran-3,4-diol ClC1=C(C=C(C=C1)[C@H]([C@H]1O[C@H]([C@@H]([C@@]1(O)C)O)N1C=CC2=C1NC=NC2=NNC)O)F